[I-].C(C)(=O)OC1=C(C=CC=C1)CC(=O)OC(C)[N+]1(CCC=C(C1)C1=NSN=C1OCCCCCC)C 1-(1-(2-(2-Acetoxyphenyl)acetoxy)ethyl)-5-(4-(hexyloxy)-1,2,5-thiadiazol-3-yl)-1-methyl-1,2,3,6-tetrahydropyridin-1-ium iodide